CC1=C(C=CC=C1C)N1CCN(CC1)C(CN1N=C(C=2CCCCC12)C(=O)N1C[C@H]([C@@H](CC1)O)F)=O 1-(4-(2,3-dimethylphenyl)piperazin-1-yl)-2-(3-((3R,4R)-3-fluoro-4-hydroxypiperidine-1-carbonyl)-4,5,6,7-tetrahydro-1H-indazol-1-yl)ethanone